5-(2-(((1r,4r)-4-(dimethylamino)cyclohexyl)amino-8-ethylquinazolin-6-yl)-4-methoxypyrimidin-2-yl)benzenesulfonamide CN(C1CCC(CC1)NC1=NC2=C(C=C(C=C2C=N1)C1(NC=CC(=N1)OC)C=1C=CC=C(C1)S(=O)(=O)N)CC)C